bis(2-chloroethyl) ethylene diphosphate O(P(OCCCl)(=O)OP1(=O)OCCO1)CCCl